CC1=CC=C(C=C1)OP(=O)(OC1=CC=C(C=C1)C)F bis(p-methylphenyl)phosphono fluoride